tert-Butyl 4-((5-bromo-4-(2-fluorophenyl)-2-oxopyridin-1(2H)-yl)methyl)-4-hydroxypiperidine-1-carboxylate BrC=1C(=CC(N(C1)CC1(CCN(CC1)C(=O)OC(C)(C)C)O)=O)C1=C(C=CC=C1)F